BrC1=C(C=C(OCC(C)(O)C)C=C1C)C 1-(4-bromo-3,5-dimethyl-phenoxy)-2-methyl-propan-2-ol